ClC1=CC=C(/C=C/C=2C(=CC(=C(N)C2)F)OC)C=C1 (E)-5-(4-chlorostyryl)-2-fluoro-4-methoxyaniline